C(C)(C)C1OC(C2=C1N(C=1C=CC=CC1C2=O)C)=O 3-isopropyl-4-methylfuro[3,4-b]quinoline-1,9(3H,4H)-dione